FC1(CCC2(CCN(C2)C=2C=3N(N=C(C2)C=2C(NC(NC2)=O)=O)C=CN3)CC1)F 5-(8-(8,8-difluoro-2-azaspiro[4.5]decan-2-yl)imidazo[1,2-b]pyridazin-6-yl)pyrimidine-2,4(1H,3H)-dione